(5,6-difluoro-2-methyl-2H-indazol-3-yl)((S)-5-methyl-3-((R)-1,1,1-trifluoro-2-hydroxypropan-2-yl)-5,6-dihydroimidazo[1,5-a]pyrazin-7(8H)-yl)methanone FC1=CC2=C(N(N=C2C=C1F)C)C(=O)N1CC=2N([C@H](C1)C)C(=NC2)[C@@](C(F)(F)F)(C)O